5-chloro-6-methoxy-1-(4-methoxybenzyl)-1H-pyrazolo[4,3-b]Pyridine ClC1=C(C=C2C(=N1)C=NN2CC2=CC=C(C=C2)OC)OC